NC1=C(C=C(C=N1)C=1C=C2N(N1)CCC21CN(C1)C(=O)N[C@H](C)C1=NC=CC(=C1)C#N)OC(F)(F)F 2'-[6-amino-5-(trifluoromethoxy)pyridin-3-yl]-N-[(1R)-1-(4-cyanopyridin-2-yl)ethyl]-5',6'-dihydrospiro[azetidine-3,4'-pyrrolo[1,2-b]pyrazole]-1-carboxamide